8-acetyl-3-dodecyl-7,7,9,9-tetramethyl-1,3,8-triazaspiro-(4.5)-decane-2,4-dione C(C)(=O)N1C(CC2(C(N(C(N2)=O)CCCCCCCCCCCC)=O)CC1(C)C)(C)C